FC1=C(C=C(C(=C1[C@H](CC(=O)O)NC(C(CC(C)C)N1C(C=C(C(=C1)CCN(C)C)C(F)(F)F)=O)=O)F)C(F)(F)F)C1=C(C(=CC=C1C)C)C (3S)-3-(2,4-difluoro-2',3',6'-trimethyl-5-(trifluoromethyl)biphenyl-3-yl)-3-(2-(5-(2-(dimethylamino)ethyl)-2-oxo-4-(trifluoromethyl)pyridin-1(2H)-yl)-4-methylpentanamido)propanoic acid